Tert-butyl (5-((5-methyl-3-nitropyridin-2-yl)oxy)pyrazin-2-yl)carbamate CC=1C=C(C(=NC1)OC=1N=CC(=NC1)NC(OC(C)(C)C)=O)[N+](=O)[O-]